O1CC(C1)OCC=O 2-(oxetan-3-yloxy)ethan-1-one